FC1=NC(=CC=C1)C#CC 2-fluoro-6-(1-propyn-1-yl)pyridine